OC1(C=NC(=N1)[2H])[2H] 5-hydroxy-imidazole-2,5-d